C(C=C)(=O)N1CC(C1)CN1C(C(N(C2=CC(=C(C=C12)Cl)C1=C(C(=CC=C1OC)Cl)F)C1=C(C=CC=C1C)C(C)C)=O)=O 1-((1-acryloylazetidin-3-yl)methyl)-7-chloro-6-(3-chloro-2-fluoro-6-methoxyphenyl)-4-(2-isopropyl-6-methylphenyl)-1,4-dihydroquinoxaline-2,3-dione